C=C(C(=O)OCC(COC(C(CC1=CC(=C(C(=C1)C(C)(C)C)O)C(C)(C)C)=C)=O)(COC(C(CC1=CC(=C(C(=C1)C(C)(C)C)O)C(C)(C)C)=C)=O)COC(C(CC1=CC(=C(C(=C1)C(C)(C)C)O)C(C)(C)C)=C)=O)CC1=CC(=C(C(=C1)C(C)(C)C)O)C(C)(C)C pentaerythritol-tetrakis[methylene-3-(3,5-di-t-butyl-4-hydroxyphenyl) propionate]